8-((4-(3-bromophenyl)piperidin-1-yl)methyl)-3,9-dihydroxybenzo[5,6]oxazepin BrC=1C=C(C=CC1)C1CCN(CC1)CC1=C(C2=C(C=CC(=NO2)O)C=C1)O